NC=1C(=C(C=NC1)B(O)O)C (5-amino-4-methylpyridin-3-yl)boronic acid